1-(4-((2-(1H-indol-3-yl)ethyl)amino)-2-(5-fluoropyridin-3-yl)-5,8-dihydropyrido[3,4-d]pyrimidin-7(6H)-yl)ethan-1-one N1C=C(C2=CC=CC=C12)CCNC=1C2=C(N=C(N1)C=1C=NC=C(C1)F)CN(CC2)C(C)=O